S1C=NC=C1C=1C=CC=C(C1)O 5-(1,3-thiazol-5-yl)phenol